Tetra-Fluoro-Silane F[Si](F)(F)F